N-[6-(5-Chloro-1,3-benzoxazol-2-yl)spiro[3.3]heptan-2-yl]-5-(cyclopropylmethylsulfinyl)furan-2-carboxamide ClC=1C=CC2=C(N=C(O2)C2CC3(CC(C3)NC(=O)C=3OC(=CC3)S(=O)CC3CC3)C2)C1